tert-butyl (4-(1,1,3,3-tetrafluoro-2-hydroxypropan-2-yl)benzyl)carbamate FC(C(C(F)F)(O)C1=CC=C(CNC(OC(C)(C)C)=O)C=C1)F